FC(C(OC)C1=C(C=CC=C1)C1=CC=C(C=C1)C(F)(F)F)(OC)F (2,2-difluoro-1,2-dimethoxyethyl)-4'-(trifluoromethyl)-1,1'-biphenyl